N1N=C(N=C1)COC1=NC=C(C2=CC(=C(C=C12)F)F)[C@@H](C)N(C(=O)NC1=CC(=C(C=C1)F)Cl)CCCO |r| racemic-1-(1-(1-((1H-1,2,4-triazol-3-yl)methoxy)-6,7-difluoroisoquinolin-4-yl)ethyl)-3-(3-chloro-4-fluorophenyl)-1-(3-hydroxypropyl)urea